C(C1=CC=CC=C1)OC(=O)N[C@@H](COCC1CN(C1)C(=O)OC(C)(C)C)C(=O)OC tert-butyl (S)-3-((2-(((benzyloxy)carbonyl)amino)-3-methoxy-3-oxopropoxy)methyl)azetidine-1-carboxylate